5-((1S,5R)-1-(5-(3-fluoro-1-methylazetidin-3-yl)-1,3,4-oxadiazol-2-yl)-5-(trifluoromethyl)-3-azabicyclo[3.1.0]hexan-3-yl)quinoline-8-carbonitrile FC1(CN(C1)C)C1=NN=C(O1)[C@@]12CN(C[C@]2(C1)C(F)(F)F)C1=C2C=CC=NC2=C(C=C1)C#N